7-Bromo-N-(3-fluorophenyl)-5-oxo-1-thioxo-4,5-dihydro-1H-thiazolo[3,4-a]quinazoline-3-carboxamid BrC=1C=C2C(NC=3N(C2=CC1)C(SC3C(=O)NC3=CC(=CC=C3)F)=S)=O